NC(C[C@@H]1C(N2C(N(O1)C(=O)OCCC(C)C)CN(C([C@@H]2CC(C)C)=O)CCC(C)C)=O)=O isopentyl (3R,6S)-3-(2-amino-2-oxoethyl)-6-isobutyl-8-isopentyl-4,7-dioxohexahydro-pyrazino[2,1-c][1,2,4]oxadiazine-1(6H)-carboxylate